rac-2,2,2-trifluoroethyl 2-((2R,5S)-2-isopropyl-5-methylpiperidin-1-yl)-2-oxoacetate C(C)(C)[C@@H]1N(C[C@H](CC1)C)C(C(=O)OCC(F)(F)F)=O |r|